N-((S)-(7-((R)-Cyclopropyl(3-((S*)-2,2-difluorocyclopropyl)propanamido)methyl)imidazo[1,2-b]pyridazin-2-yl)(4,4-difluorocyclohexyl)methyl)-1-isopropyl-1H-pyrazole-5-carboxamide C1(CC1)[C@H](C1=CC=2N(N=C1)C=C(N2)[C@@H](NC(=O)C2=CC=NN2C(C)C)C2CCC(CC2)(F)F)NC(CC[C@@H]2C(C2)(F)F)=O |o1:37|